N-(2-chloro-4-(trifluoromethyl)phenyl)-2-(5-ethyl-7-oxo-6-(piperazin-1-yl)-2-(1-oxa-8-azaspiro[4.5]decan-8-yl)-[1,2,4]triazolo[1,5-a]pyrimidin-4(7H)-yl)acetamide ClC1=C(C=CC(=C1)C(F)(F)F)NC(CN1C=2N(C(C(=C1CC)N1CCNCC1)=O)N=C(N2)N2CCC1(CCCO1)CC2)=O